5-(2-chloro-3-(1-cyclopropyl-1H-pyrazol-4-yl)-6-hydroxyphenyl)-1,2,5-thiadiazolidin-3-one 1,1-dioxide ClC1=C(C(=CC=C1C=1C=NN(C1)C1CC1)O)N1CC(NS1(=O)=O)=O